ethyl-(1aR,6aR)-4-methylenehexahydrocyclopropa[b]pyrrolizine C(C)C1[C@H]2CC3CC(CN3[C@@H]21)=C